OCCN(C1=CC=C(C=C1)C[C@@H](C(=O)O)NC(=O)OC(C)(C)C)CCO (S)-3-(4-(bis(2-hydroxyethyl)amino)phenyl)-2-((tert-butoxycarbonyl)amino)propanoic acid